CN(CCCNC(NCCCN(C)C)=O)C bis[3-(dimethylamino)propyl]urea